4-(1-acryloylpiperidin-3-yl)-2,3-dimethyl-1H-indole-7-carboxamide C(C=C)(=O)N1CC(CCC1)C1=C2C(=C(NC2=C(C=C1)C(=O)N)C)C